O=C1NC(CCC1N1C(C2=CC=C(C=C2C1=O)N1CCC2(CN(C2)C(=O)O)CC1)=O)=O.ClC=1OC(=CN1)C1=CC=C(C=C1)F 2-chloro-5-(4-fluorophenyl)oxazole 7-[2-(2,6-dioxo-3-piperidyl)-1,3-dioxo-isoindolin-5-yl]-2,7-diazaspiro[3.5]nonane-2-carboxylate